1-(imidazo[1,2-a]pyrazin-3-ylmethyl)-3-methyl-N-(3-(4-methyl-1H-imidazol-1-yl)-5-(trifluoromethyl)phenyl)indoline-6-carboxamide N=1C=C(N2C1C=NC=C2)CN2CC(C1=CC=C(C=C21)C(=O)NC2=CC(=CC(=C2)C(F)(F)F)N2C=NC(=C2)C)C